1-(5-(4-amino-7-(1-methylpiperidin-3-yl)-7H-pyrrolo[2,3-d]pyrimidin-5-yl)-4-fluoroindolin-1-yl)-2-(2-fluoro-5-(trifluoromethyl)phenyl)ethan-1-one NC=1C2=C(N=CN1)N(C=C2C=2C(=C1CCN(C1=CC2)C(CC2=C(C=CC(=C2)C(F)(F)F)F)=O)F)C2CN(CCC2)C